1-isobutyl-6-oxo-1,6-dihydropyridine-3-carboxylic acid C(C(C)C)N1C=C(C=CC1=O)C(=O)O